[Hg].[Cd].[Te].[Hg].[Cd].[Te] tellurium-cadmium-mercury-tellurium-cadmium-mercury